2,6-dipropylbenzoquinone C(CC)C=1C(C(=CC(C1)=O)CCC)=O